4-((3-(4-(((3R,4S)-1-ethyl-3-fluoropiperidin-4-yl)amino)-1-(2,2,2-trifluoroethyl)-1H-indol-2-yl)prop-2-yn-1-yl)amino)-3-methoxybenzoic acid C(C)N1C[C@H]([C@H](CC1)NC1=C2C=C(N(C2=CC=C1)CC(F)(F)F)C#CCNC1=C(C=C(C(=O)O)C=C1)OC)F